(E)-5-(4-((1-isopropylpiperidin-4-yl)oxy)-3-methyl-1-(tetrahydro-2H-pyran-2-yl)-1H-pyrazolo[3,4-d]pyrimidin-6-yl)furan-2-carbaldehyde oxime C(C)(C)N1CCC(CC1)OC1=C2C(=NC(=N1)C1=CC=C(O1)/C=N/O)N(N=C2C)C2OCCCC2